1-benzyl-4-[6-(2-ethoxyphenyl)-5-fluoropyridin-3-yl]Piperidine-4-carbonitrile C(C1=CC=CC=C1)N1CCC(CC1)(C#N)C=1C=NC(=C(C1)F)C1=C(C=CC=C1)OCC